C(#N)[C@H](C[C@H]1C(NCCC1)=O)NC(=O)[C@H]1N(C[C@@H]2CCCC[C@H]12)C(=O)C=1NC2=CC=CC(=C2C1)OC (1S,3aR,7aS)-N-((S)-1-cyano-2-((S)-2-oxopiperidin-3-yl)ethyl)-2-(4-methoxy-1H-indole-2-carbonyl)octahydro-1H-isoindole-1-carboxamide